F[C@H]1[C@]2(C=C[C@@](C[C@@H]1OC=1N=NC(=CN1)C1=C(C=C(C=C1)N1N=NC=C1)O)(N2)C)C 2-(3-(((1R,2S,3S,5R)-2-fluoro-1,5-dimethyl-8-azabicyclo[3.2.1]oct-6-en-3-yl)oxy)-1,2,4-triazin-6-yl)-5-(1H-1,2,3-triazol-1-yl)phenol